CC1=C(C=C(C=C1C(F)(F)F)[N+](=O)[O-])[C@@H](C)N (1R)-1-[2-methyl-5-nitro-3-(trifluoromethyl)phenyl]ethanamine